ClC=1C=CC(=C(C1)C1=CC(=C(N=N1)N1CC(C1)C(=O)O)NC1=CC(=NC=C1)NC(CCN1CCN(CC1)C)=O)F.[Li] lithium 1-[6-(5-chloro-2-fluorophenyl)-4-({2-[3-(4-methylpiperazin-1-yl)propanamido]pyridin-4-yl}amino)pyridazin-3-yl]azetidine-3-carboxylic acid